1-(3-iodobenzyl)piperidine-2,6-dione IC=1C=C(CN2C(CCCC2=O)=O)C=CC1